ethyl 2-(4-chloro-5-cyclopropyl-6-oxo-pyridazin-1-yl)acetate ClC=1C=NN(C(C1C1CC1)=O)CC(=O)OCC